2-(t-butylazo)-4-methoxy-2,4-dimethylvaleronitrile C(C)(C)(C)N=NC(C#N)(CC(C)(C)OC)C